C1C2C1CN1CC3(CC21C(=O)[O-])CC3 tetrahydro-4'H-spiro[cyclopropane-1,5'-cyclopropa[a]pyrrolizine]-6a'(6'H)-carboxylate